1-(7-aminoindolin-1-yl)propan-1-one (R)-1-(4-((4-((S)-2-acetoxy-3-(ethylsulfonyl)propoxy)phenyl)sulfonyl)-2,6-dichlorophenoxy)-3-chloropropan-2-yl-acetate C(C)(=O)O[C@@H](COC1=CC=C(C=C1)S(=O)(=O)C1=CC(=C(OC[C@H](CCl)CC(=O)O)C(=C1)Cl)Cl)CS(=O)(=O)CC.NC=1C=CC=C2CCN(C12)C(CC)=O